(2S)-2-amino-3-(4-(4-(1-(5-chloro-[1,1'-biphenyl]-2-yl)-2,2,2-trifluoroethoxy)thieno[3,2-d]pyrimidin-7-yl)cyclohex-3-en-1-yl)propanoic acid hydrochloride Cl.N[C@H](C(=O)O)CC1CC=C(CC1)C1=CSC2=C1N=CN=C2OC(C(F)(F)F)C2=C(C=C(C=C2)Cl)C2=CC=CC=C2